Cl.ClCC=1C=C(C=NC1)C1=CC(=C(C(=O)N)C=C1)C 4-[5-(chloromethyl)pyridin-3-yl]-2-methylbenzamide hydrochloride